C1(=CC=CC=C1)CC(=O)N[C@@H](CCC(N)=O)C(=O)O phenylmethylcarbonyl-L-glutamine